Ethylidene dichloride C(C)(Cl)Cl